6-(dimethylamino)-3,3-bis(4-(dimethylamino)phenyl)isobenzofuran-1(3H)-one CN(C1=CC=C2C(OC(C2=C1)=O)(C1=CC=C(C=C1)N(C)C)C1=CC=C(C=C1)N(C)C)C